1-(2-fluorobenzyl)-5-nitro-1H-indole-3-carbonitrile FC1=C(CN2C=C(C3=CC(=CC=C23)[N+](=O)[O-])C#N)C=CC=C1